FC=1C(=C2C(=NC1)NC=C2C(=O)C2=NC=C(C=C2)OC2=C(C=CC=C2)F)N[C@H]2CO[C@@H](CC2)CO (5-fluoro-4-(((3R,6S)-6-(hydroxymethyl)tetrahydro-2H-pyran-3-yl)amino)-1H-pyrrolo[2,3-b]pyridin-3-yl)(5-(2-fluorophenoxy)pyridin-2-yl)methanone